FC(C=1C(=C(C=CC1)[C@@H](C)NC=1C2=C(N=C(N1)C)C=NC(=C2)N2CCN(CC2)CC(F)(F)F)F)F N-{(1R)-1-[3-(difluoromethyl)-2-fluorophenyl]ethyl}-2-methyl-6-[4-(2,2,2-trifluoroethyl)piperazin-1-yl]pyrido[3,4-d]pyrimidin-4-amine